N-(2-((5-(2,2-dimethyl-2,3-dihydro-1H-pyrrolo[2,3-c]pyridin-5-yl)-1,2,4-thiadiazol-3-yl)amino)-5-(trifluoromethyl)pyridin-3-yl)-N-methylacetamide CC1(CC=2C(=CN=C(C2)C2=NC(=NS2)NC2=NC=C(C=C2N(C(C)=O)C)C(F)(F)F)N1)C